rac-(2R)-2-[[1-(4-chlorophenyl)pyrido[3,4-d]pyridazin-4-yl]amino]-3,3,3-trifluoro-propan-1-ol ClC1=CC=C(C=C1)C1=C2C(=C(N=N1)N[C@H](CO)C(F)(F)F)C=NC=C2 |r|